C(C)(C)(C)OC(=O)N1C=C(C=2C1=CN=C(C2)NC(=O)NCC2=CC=C(C=C2)OC)Br 3-bromo-5-(3-(4-methoxybenzyl)ureido)-1H-pyrrolo[2,3-c]pyridine-1-carboxylic acid tert-butyl ester